N1N=C(C=C1)CC1=NNC=2C1=NC=CC2 (1H-pyrazol-3-ylmethyl)pyrazolo[4,3-b]pyridin